C(C)[C@H](C(=O)OC1(CN(CCC1)C1CNC(CC1)[N+](=O)[O-])CN(C)C)C(NC(=O)NC=1C(N(C(=CC1O)C)C)=O)C=1C(=C(C=CC1)C1=CC=CC=C1)F 3-((dimethylamino)methyl)-1-(6-nitropiperidin-3-yl)piperidin-3-ol Ethyl-(S)-3-(2-Fluorobiphenyl-3-yl)-3-(3-(4-hydroxy-1,6-dimethyl-2-oxo-1,2-dihydropyridin-3-yl)ureido)propanoat